N[C@@]1(C([C@@H](CC1)NC=1C=2N(N=CC1C(=NC1=C(C(=CC=C1Cl)F)F)N)C=C(C2)C2=C(C=C(C=C2)OC)C)(C)C)C 4-[[(1R,3S)-3-amino-2,2,3-trimethyl-cyclopentyl]amino]-N'-(6-chloro-2,3-difluoro-phenyl)-6-(4-methoxy-2-methyl-phenyl)pyrrolo[1,2-b]pyridazine-3-carboxamidine